2-(((4,4-bis(((Z)-oct-5-en-1-yl)oxy)butanoyl)oxy)methyl)-2-(((((1-ethylpiperidin-3-yl)methoxy)carbonyl)oxy)methyl)propane-1,3-diyl bis(8-((2-butyloctanoyl)oxy)octanoate) C(CCC)C(C(=O)OCCCCCCCC(=O)OCC(COC(CCCCCCCOC(C(CCCCCC)CCCC)=O)=O)(COC(=O)OCC1CN(CCC1)CC)COC(CCC(OCCCC\C=C/CC)OCCCC\C=C/CC)=O)CCCCCC